N-(3-bromo-2-chlorophenyl)-2-(difluoromethyl)-7-vinylpyrido[3,2-d]pyrimidin-4-amine-1-d BrC=1C(=C(C=CC1)NC=1C2=C(N(C(N1)C(F)F)[2H])C=C(C=N2)C=C)Cl